ClC=1C=CC2=C(N=C(O2)C2CC3(CC(C3)NC(=O)C3=CC(=NC=C3)C=3SC(=CN3)C)C2)C1 N-[6-(5-chloro-1,3-benzoxazol-2-yl)spiro[3.3]heptan-2-yl]-2-(5-methylthiazol-2-yl)pyridine-4-carboxamide